(5R,8S)-N-(4-chloro-2-fluorobenzyl)-8-hydroxy-5,6,7,8-tetrahydro-quinoline-5-carboxamide ClC1=CC(=C(CNC(=O)[C@H]2C=3C=CC=NC3[C@H](CC2)O)C=C1)F